Cl.CC=1C=C2C=NN(C2=C(C1)C)C1CCNCC1 5,7-dimethyl-1-piperidin-4-yl-1H-indazole hydrochloride